CN1CCC(CC1)N1N=CC(=N1)NC1=NC=C(C(=C1)NCCCN1C(COCCC1)=O)C(F)(F)F 4-(3-((2-((2-(1-methylpiperidin-4-yl)-2H-1,2,3-triazol-4-yl)amino)-5-(trifluoromethyl)pyridin-4-yl)amino)propyl)-1,4-oxazepan-3-one